FC=1C=C(C=C(C1)F)[C@@H]1C[C@@H](C=2N1N=C(N2)S)F (5S,7S)-5-(3,5-difluorophenyl)-7-fluoro-6,7-dihydro-5H-pyrrolo[1,2-b][1,2,4]triazole-2-thiol